(2-(4-hydroxypiperidin-1-yl)-4-morpholinylphenyl)-5-(1H-pyrazol-4-yl)furan-2-carboxamide OC1CCN(CC1)C1=C(C=CC(=C1)N1CCOCC1)C1=C(OC(=C1)C=1C=NNC1)C(=O)N